COCCC(CCC)S (-)-1-methoxy-3-hexanethiol